FC(C1=C(C=CC(=C1)C(F)(F)F)C1=CC=C(N=N1)CN1C=C2C(C=C1)=NC(=N2)C2=C(C=CC=C2)F)(F)F 5-[[6-[2,4-bis(trifluoromethyl)phenyl]-3-pyridazinyl]methyl]-2-(2-fluorophenyl)-5H-imidazo[4,5-C]pyridine